NS(=O)C1=C(OCCCCCN(C(OC(C)(C)C)=O)C2CCC(CC2)(F)F)C=C(C=C1)C tert-Butyl (5-(2-(aminosulfinyl)-5-methylphenoxy)pentyl)(4,4-difluorocyclohexyl)carbamate